ClC1=C(C2=C(NC(O[C@@]23CN(CCC3)C(=O)C=3C=NN(C3)CC3=CC2=C(OCCO2)C=C3)=O)C=C1)F (R)-6-Chloro-1'-(1-((2,3-dihydrobenzo[b][1,4]dioxin-6-yl)methyl)-1H-pyrazole-4-carbonyl)-5-fluorospiro[benzo[d][1,3]oxazine-4,3'-piperidin]-2(1H)-one